(S)-4-methoxy-2-((3-methyl-1-(5-(4-(trifluoromethyl)phenyl)-1,2,4-oxadiazol-3-yl)butyl)carbamoyl)pyridin-3-yl acetate C(C)(=O)OC=1C(=NC=CC1OC)C(N[C@@H](CC(C)C)C1=NOC(=N1)C1=CC=C(C=C1)C(F)(F)F)=O